tert-butyl (3R,4R)-4-{[5-bromo-7-(4-chlorophenyl)imidazo[4,3-f][1,2,4]triazin-2-yl]amino}-3-fluoropiperidine-1-carboxylate BrC=1N=C(N2N=C(N=CC21)N[C@H]2[C@@H](CN(CC2)C(=O)OC(C)(C)C)F)C2=CC=C(C=C2)Cl